C(#N)C=1C(=NC=CC1)C=1C=C(OC(C1OCCOC)=O)C(=O)OC methyl 4-(3-cyanopyridin-2-yl)-5-(2-methoxyethoxy)-6-oxopyran-2-carboxylate